2-((5-(((2S,6R)-2,6-Dimethylmorpholino)methyl)-4-(pyridin-2-yl)thiazol-2-yl)amino)-N-(2,2,2-trifluoroethyl)isonicotinamide C[C@@H]1O[C@@H](CN(C1)CC1=C(N=C(S1)NC=1C=C(C(=O)NCC(F)(F)F)C=CN1)C1=NC=CC=C1)C